5-fluoro-2-methoxy-3'-methyl-4'-(3-methyl-2-oxoimidazolidin-1-yl)-[1,1'-biphenyl] FC=1C=CC(=C(C1)C1=CC(=C(C=C1)N1C(N(CC1)C)=O)C)OC